COC(=O)C1=NN(C2=C1C=NC(=C2)Cl)C2=C(C=C(C(=C2)Br)[N+](=O)[O-])OC 1-(5-Bromo-2-methoxy-4-nitrophenyl)-6-chloro-1H-pyrazolo[4,3-c]pyridine-3-carboxylic acid methyl ester